(S)-3-(1-hydroxypropan-2-yl)-8-(pyridin-3-yl)-6-(p-tolyl)pyrido[3,4-d]pyrimidin-4(3H)-one OC[C@H](C)N1C=NC2=C(C1=O)C=C(N=C2C=2C=NC=CC2)C2=CC=C(C=C2)C